CC(CC1=CC=C(CCO)C=C1)C=1OCC(N1)(C)C 4-[2-methyl-2-(4,5-dihydro-4,4-dimethyl-oxazol-2-yl)ethyl]phenethyl alcohol